3-(3-chloro-4-fluorophenyl)-1-((S)-2-hydroxypropyl)-1-(1(R)-(1-oxo-1,2-dihydroisoquinolin-4-yl)ethyl)urea ClC=1C=C(C=CC1F)NC(N([C@H](C)C1=CNC(C2=CC=CC=C12)=O)C[C@H](C)O)=O